triisostearyl-titanium C(CCCCCCCCCCCCCCC(C)C)[Ti](CCCCCCCCCCCCCCCC(C)C)CCCCCCCCCCCCCCCC(C)C